CC1(CCC=2C(=NNC2C1)C=1NC2=CC(=CC=C2C1)C(=O)N1CCC(CC1)CN1CCCC2=CC(=CC=C12)C1C(NC(CC1)=O)=O)C 3-(1-((1-(2-(6,6-dimethyl-4,5,6,7-tetrahydro-1H-indazol-3-yl)-1H-indole-6-carbonyl)piperidin-4-yl)methyl)-1,2,3,4-tetrahydroquinolin-6-yl)piperidine-2,6-dione